NC1=NC=2C=C(C(=CC2C2=C1COC2)C(=O)N([C@@H]2COC1=C2C=CC(=C1)C1=CC=C(C=C1)S(F)(F)(F)(F)F)C)F 4-amino-7-fluoro-N-methyl-N-((3S)-6-(4-(pentafluoro-lambda6-sulfanyl)phenyl)-2,3-dihydro-1-benzofuran-3-yl)-1,3-dihydrofuro[3,4-c]quinoline-8-carboxamide